2-(3-indoleacetamido)-N-(3-fluorophenyl)-1,3-selenazole-5-carboxamide N1C=C(C2=CC=CC=C12)CC(=O)NC=1[Se]C(=CN1)C(=O)NC1=CC(=CC=C1)F